[Pd+2].C(C)(C)(C)[PH3+] tertiary butyl-phosphonium palladium